N,3,5-trimethylpiperidine CN1CC(CC(C1)C)C